(S)-3-(3-fluoro-4-(6-(2-vinyl-2H-tetrazol-5-yl)pyridin-3-yl)phenyl)-5-(1-hydroxy-2,2-difluoroethyl)oxazolidin-2-one FC=1C=C(C=CC1C=1C=NC(=CC1)C=1N=NN(N1)C=C)N1C(O[C@@H](C1)C(C(F)F)O)=O